OC=1C=C(C=CC1)C(C)=O m-hydroxyacetophenone